C1(CC1)CN1C(=CC=2C1=NC(=CC2)N(S(=O)(=O)C)C(F)F)C=2N=C1N(C(=CC(=C1)C(=O)OC)OC)C2C methyl 2-(1-(cyclopropylmethyl)-6-(N-(difluoromethyl)methylsulfonamido)-1H-pyrrolo[2,3-b]pyridin-2-yl)-5-methoxy-3-methylimidazo[1,2-a]pyridine-7-carboxylate